N-hydroxycyclopentanecarboximidamide ONC(=N)C1CCCC1